C1(CC1)N1N=CC(=C1)C=1C(=NC=C(N1)C1=CC=C(C=C1)Cl)N 3-(1-Cyclopropyl-1H-pyrazol-4-yl)-5-(4-chlorophenyl)pyrazin-2-amine